C(CC)C1=C(C(=O)O)C=C(C(=C1O)O)O.C(C1=CC(O)=C(O)C(O)=C1)(=O)OCCC propyl gallate (propylgallate)